4-(4-Bromo-6-methyl-1-(tetrahydro-2H-pyran-2-yl)-1H-indazol-5-yl)butanal BrC1=C2C=NN(C2=CC(=C1CCCC=O)C)C1OCCCC1